3-((3-nitropyridin-4-yl)amino)azetidine-1-carboxylate [N+](=O)([O-])C=1C=NC=CC1NC1CN(C1)C(=O)[O-]